(R)-2-(4-(methylcarbamoyl)phenyl)-N-(quinuclidin-3-yl)benzo[d]imidazo[2,1-b]thiazole-7-carboxamide formate C(=O)O.CNC(=O)C1=CC=C(C=C1)C=1N=C2SC3=C(N2C1)C=CC(=C3)C(=O)N[C@H]3CN1CCC3CC1